C(C)(C)(C)OC(N[C@H]1CN(C[C@@H](C1)F)C(=O)C=1C=C(C=2N(C1)N=C(C2C)C2=CC=1C(=NC(=CC1)Cl)N2CC2CC2)OC)=O tert-Butyl-((3R,5R)-1-(2-(6-chloro-1-(cyclopropylmethyl)-1H-pyrrolo[2,3-b]pyridin-2-yl)-4-methoxy-3-methylpyrazolo[1,5-a]pyridine-6-carbonyl)-5-fluoropiperidin-3-yl)carbamate